ClC=1C=C(C=CC1)C1=C(C(=CC=C1)C[C@@H]1N(C[C@@H]([C@@H]1NS(=O)(=O)C1CC1)F)C(=O)C1OCC1)F N-[(2S,3R,4S)-2-[(3'-chloro-2-fluoro[1,1'-biphenyl]-3-yl)methyl]-4-fluoro-1-(oxetane-2-carbonyl)pyrrolidin-3-yl]cyclopropanesulfonamide